(R)-3-((6-chloro-5-methyl-1,2,4-triazin-3-yl)amino)piperidin ClC1=C(N=C(N=N1)N[C@H]1CNCCC1)C